5-[4-methyl-7-[(3S)-1-methyl-3-piperidyl]thieno[3,2-c]pyridazin-3-yl]indan-4-ol CC=1C2=C(N=NC1C1=C(C=3CCCC3C=C1)O)C(=CS2)[C@H]2CN(CCC2)C